(S)-(4-((7-(dimethylamino)-5-methyl-[1,2,4]triazolo[1,5-a]pyrimidin-6-yl)methyl)phenyl)(imino)(methyl)-λ6-sulfanone CN(C1=C(C(=NC=2N1N=CN2)C)CC2=CC=C(C=C2)[S@@](=O)(C)=N)C